C(C)(C)(C)OC(NC1CCNCC1)=O N-(4-piperidyl)carbamic acid tert-butyl ester